NC(C(=O)O)C1=CCCC1 ALPHA-AMINO-2-CYCLOPENTENYLACETIC ACID